(R,R) or (R,S)-N'-((3-fluoro-1,2,3,5,6,7-hexahydrodicyclopenta[b,e]pyridin-8-yl)carbamoyl)-2-(2-hydroxypropan-2-yl)thiazole-5-sulfonimidamide F[C@@H]1CCC=2C1=NC1=C(C2NC(=O)N=[S@](=O)(N)C2=CN=C(S2)C(C)(C)O)CCC1 |o1:1|